3,5-bis(acrylamido)benzoic acid C(C=C)(=O)NC=1C=C(C(=O)O)C=C(C1)NC(C=C)=O